3-fluorophenylalanine FC=1C=C(C[C@H](N)C(=O)O)C=CC1